methyl-4-{2-[(4-{[6-(5-chloro-2-fluorophenyl)-3-methylpyridazin-4-yl]amino}pyridin-2-yl)carbamoyl]ethyl}-1-methylpiperazine-2-carboxylate COC(=O)C1N(CCN(C1)CCC(NC1=NC=CC(=C1)NC1=C(N=NC(=C1)C1=C(C=CC(=C1)Cl)F)C)=O)C